Hydroxylphenylpyruvate OC(C(C(=O)[O-])=O)C1=CC=CC=C1